1-Cyclopropyl-N-(3-fluoro-4-hydroxyphenyl)-5-(4-fluorophenyl)-6-methyl-4-oxo-1,4-dihydropyridine-3-carboxamide C1(CC1)N1C=C(C(C(=C1C)C1=CC=C(C=C1)F)=O)C(=O)NC1=CC(=C(C=C1)O)F